fluorocarbon compound with oxygen [O].F[C]